tert-butyl N-(azepan-4-yl)carbamate N1CCC(CCC1)NC(OC(C)(C)C)=O